C(C1=CC=CC=C1)OC1=CC=C2C3=C(C=C(C(=C3)CC)OCC3=CC=CC=C3)C3(CCC3)OC2=C1 3,8-Bis(benzyloxy)-9-ethylspiro[benzo[c]chromene-6,1'-cyclobutane]